3-[(1R,2R)-2-[(dimethylamino)methyl]cyclohexyl]phenol CN(C)C[C@H]1[C@@H](CCCC1)C=1C=C(C=CC1)O